(6-(1,1-difluoroethyl)-3-methoxypyridazin-4-yl)methyl methanesulfonate CS(=O)(=O)OCC1=C(N=NC(=C1)C(C)(F)F)OC